N1=CC(=CC=C1)CCC(=O)N 3-(pyridin-3-yl)propanamide